tert-butyl (2S,5R)-5-(N-(allyloxy)-2-nitrophenylsulfonamido)-2-carbamoyl-3-cyclopropyl-5,6-dihydropyridine-1(2H)-carboxylate C(C=C)ON(S(=O)(=O)C1=C(C=CC=C1)[N+](=O)[O-])[C@@H]1C=C([C@H](N(C1)C(=O)OC(C)(C)C)C(N)=O)C1CC1